OC(CN[C@H]1[C@@H](CCCC1)OC=1C=C2CN(C(C2=CC1)=O)C1C(NC(CC1)=O)=O)(C)C 3-(5-(((1R,2R)-2-((2-hydroxy-2-methylpropyl)amino)cyclohexyl)oxy)-1-oxoisoindolin-2-yl)piperidine-2,6-dione